1-[(2-cyanobenzyl)oxy]-2-(3-cyanophenyl)-4-methyl-1H-imidazole-5-carboxylic acid ethyl ester C(C)OC(=O)C1=C(N=C(N1OCC1=C(C=CC=C1)C#N)C1=CC(=CC=C1)C#N)C